C12SCC(NC1)C2 2-thia-5-azabicyclo[2.2.1]Heptane